ClC1=C2C(=NC=3CN(CCC13)C)C=C(C=C2)C(=O)O 5-chloro-2-methyl-1,2,3,4-tetrahydrobenzo[b][1,7]naphthyridine-8-carboxylic acid